N-{4-[4-cyano-2-(4-cyano-1-methyl-2-imidazolyl)phenyl]-6-cyclopropyl-2-pyridyl}-1-cyclopropyl-5-[(2-methoxyethylamino)methyl]-2-oxo-1,2-dihydronicotinamide C(#N)C1=CC(=C(C=C1)C1=CC(=NC(=C1)C1CC1)NC(C=1C(N(C=C(C1)CNCCOC)C1CC1)=O)=O)C=1N(C=C(N1)C#N)C